C(C)C1=C(C=C(C=C1C)C)C 2-Ethyl-1,3,5-trimethylbenzene